2-((3-(5-(3,5-difluorophenyl)-4,5-dihydro-1H-pyrazole-1-carbonyl)bicyclo[1.1.1]-pentan-1-yl)methyl)-2H-indazole-4-carbonitrile FC=1C=C(C=C(C1)F)C1CC=NN1C(=O)C12CC(C1)(C2)CN2N=C1C=CC=C(C1=C2)C#N